tert-butyl 4-[4-[5-[2-[[(3S,5S)-1-tert-butoxycarbonyl-5-fluoro-3-piperidyl]amino]pyrimidin-4-yl]-2-methyl-thiazol-4-yl]oxy-1-naphthyl]piperazine-1-carboxylate C(C)(C)(C)OC(=O)N1C[C@H](C[C@@H](C1)F)NC1=NC=CC(=N1)C1=C(N=C(S1)C)OC1=CC=C(C2=CC=CC=C12)N1CCN(CC1)C(=O)OC(C)(C)C